BrC1=C(C=C(CN(C(=O)[C@H]2CN(CCC2)C=2C=C(OC(C(=O)N3CCN(CC3)C(=O)OC(C)(C)C)(C)C)C=CC2)C2CC2)C=C1)F tert-butyl (R)-4-(2-(3-(3-((4-bromo-3-fluorobenzyl)(cyclopropyl)carbamoyl) piperidin-1-yl)phenoxy)-2-methylpropanoyl)piperazine-1-carboxylate